C(CCCCCCCC)OC(CCCCCCCN(CCO)CCCCCCCCOC(CCC(OCCC#CCCCC)OCCC#CCCCC)=O)=O.ClC1=CC=C(CC2(CC2)C(=O)N[C@@H]2[C@H](CNCC2)C)C=C1 1-(4-chlorobenzyl)-N-((3s,4s)-3-methylpiperidin-4-yl)cyclopropane-1-carboxamide nonyl-8-((8-((4,4-bis(oct-3-yn-1-yloxy)butanoyl)oxy)octyl)(2-hydroxyethyl)amino)octanoate